tert-butyl N,N-bis(2-hydroxypropyl)carbamate OC(CN(C(OC(C)(C)C)=O)CC(C)O)C